FC1=CC=C(C=C1)NC(CCCCC)=O N-p-fluorophenyl-caproamide